FC(C1=NN=C(S1)NC(=O)C1=NN2C(C(N(CC2)CC2=C(C=CC=C2)Cl)=O)=C1C=C)F 5-(2-chlorobenzyl)-4-oxo-3-vinyl-4,5,6,7-tetrahydropyrazolo[1,5-a]pyrazine-2-carboxylic acid (5-difluoromethyl[1,3,4]thiadiazol-2-yl)amide